NC=1C=2N(C3=CC(=CC=C3N1)C(=O)N(C1COCC3=CC=C(C=C13)C(F)(F)F)C)C=NC2 4-amino-N-methyl-N-(6-(trifluoromethyl)isochroman-4-yl)imidazo[1,5-a]quinoxaline-8-carboxamide